(E)-N-(3-amino-3-iminopropyl)-1-methyl-4-(4-(4-(2-(quinolin-3-yl)vinyl)benzamido)-1H-pyrrole-2-carboxamido)-1H-pyrrole-2-carboxamide NC(CCNC(=O)C=1N(C=C(C1)NC(=O)C=1NC=C(C1)NC(C1=CC=C(C=C1)\C=C\C=1C=NC2=CC=CC=C2C1)=O)C)=N